N1=C(C=CC=C1)N1N=C2CCC(CC2=C1)N1CCN(CC1)C1=NC=CC=N1 2-(pyridin-2-yl)-5-(4-(pyrimidin-2-yl)piperazin-1-yl)-4,5,6,7-tetrahydro-2H-indazole